OC(COC=1C=C(C=2N(C1)N=CC2C#N)C=2C=NC(=CC2)N2CC1N(C(C2)C1)C(=O)C1=NC=C(N=C1)OC)(C)C 6-(2-hydroxy-2-methylpropoxy)-4-(6-(6-(5-methoxypyrazine-2-carbonyl)-3,6-diazabicyclo[3.1.1]heptan-3-yl)pyridin-3-yl)pyrazolo[1,5-a]pyridine-3-carbonitrile